octylenedi-p-phenylenediamine C(CCCCCCCC1=CC=C(C=C1)N)C1=CC=C(C=C1)N